4-((S)-4-acryloyl-3-(cyanomethyl)piperazin-1-yl)-7-(8-methylnaphthalen-1-yl)-N-(2-((R)-pyrrolidin-2-yl)ethyl)-5,6,7,8-tetrahydro-1,7-naphthyridine-2-carboxamide C(C=C)(=O)N1[C@H](CN(CC1)C1=CC(=NC=2CN(CCC12)C1=CC=CC2=CC=CC(=C12)C)C(=O)NCC[C@@H]1NCCC1)CC#N